FC(C=1N=C2N(N=C(C(=C2C)C)N2CC=3C=C(C=NC3CC2)C=2C=NC=C(C2)C)C(C1)=O)F 2-(difluoromethyl)-8,9-dimethyl-7-(3-(5-methylpyridin-3-yl)-7,8-dihydro-1,6-naphthyridin-6(5H)-yl)-4H-pyrimido[1,2-b]pyridazin-4-one